benzyl 3-(4-chloro-1-ethyl-1H-benzo[d][1,2,3]triazol-5-yl)-3-(3-(hydroxymethyl)-4-methylphenyl)propanoate ClC1=C(C=CC=2N(N=NC21)CC)C(CC(=O)OCC2=CC=CC=C2)C2=CC(=C(C=C2)C)CO